4,5-dichloro-2-(piperidin-4-yl)phenol ClC1=CC(=C(C=C1Cl)O)C1CCNCC1